3-diazo-4-oxo-3,4-dihydronaphthalene-1-sulfonyl chloride [N+](=[N-])=C1C=C(C2=CC=CC=C2C1=O)S(=O)(=O)Cl